(2S,4R)-1-[(2S)-2-(4-cyclopropyltriazol-1-yl)-3,3-dimethyl-butanoyl]-N-[1-(3,5-dichlorophenyl)-3-hydroxy-propyl]-4-hydroxy-pyrrolidine-2-carboxamide C1(CC1)C=1N=NN(C1)[C@H](C(=O)N1[C@@H](C[C@H](C1)O)C(=O)NC(CCO)C1=CC(=CC(=C1)Cl)Cl)C(C)(C)C